tert-butyl 5-[4-(D-prolylamino)phenyl]pyridine-2-carboxylate N1[C@H](CCC1)C(=O)NC1=CC=C(C=C1)C=1C=CC(=NC1)C(=O)OC(C)(C)C